ClC1=C(CNC(=O)[C@@H]2C=3C=CC=NC3[C@H](CC2)O)C=CC=C1C(F)(F)F (5S,8S)-N-(2-chloro-3-(trifluoromethyl)benzyl)-8-hydroxy-5,6,7,8-tetrahydroquinoline-5-carboxamide